C(C)C(=CC(=O)O)CC 3,3-diethyl-acrylic acid